(R)-1-(t-Butoxycarbonyl)pyrrolidine-3-carboxylic acid C(C)(C)(C)OC(=O)N1C[C@@H](CC1)C(=O)O